C([C@@H]1[C@H]([C@H]([C@H](O1)OP(=O)([O-])OP(=O)(O)[O-])O)O)OP(=O)(O)[O-] 5-phosphoribosyl-1-pyrophosphate